CN(C1CCC(CC1)NC1=NC=2N(C(C(=NC2C=N1)C=1C=CC(=NC1C)NS(=O)(=O)CCC(F)(F)F)=O)C(C)C)C N-[5-[2-[[4-(Dimethylamino)cyclohexyl]amino]-8-isopropyl-7-oxo-pteridin-6-yl]-6-methyl-2-pyridyl]-3,3,3-trifluoro-propane-1-sulfonamide